P(=O)([O-])([O-])[O-].[Fe+2].[Mn+2].[NH4+] Ammonium Manganese Iron Phosphate